BrC1=C(SC=2C1=NC(=CC2N(C(OC(C)(C)C)=O)CC=2SC=CC2)Cl)C(C[N+](=O)[O-])=O tert-Butyl (3-bromo-5-chloro-2-(2-nitroacetyl)thieno[3,2-b]pyridin-7-yl)(thiophen-2-ylmethyl)carbamate